ClC1=CC(=C(C=C1)[C@@H](COC1=CC=C2CCN(C(C2=C1I)C)C(=O)OC(C)(C)C)O)F tert-butyl 7-((S)-2-(4-chloro-2-fluorophenyl)-2-hydroxyethoxy)-8-iodo-1-methyl-3,4-dihydroisoquinoline-2(1H)-carboxylate